1-(tert-butyl)-N-(2,3-difluoro-4-methyl-5-(8-morpholinylimidazo[1,2-a]pyridin-6-yl)phenyl)-5-fluoro-1H-pyrazole-4-carboxamide C(C)(C)(C)N1N=CC(=C1F)C(=O)NC1=C(C(=C(C(=C1)C=1C=C(C=2N(C1)C=CN2)N2CCOCC2)C)F)F